(3aS,5S,6aR)-2-((R)-2-(3,5-difluoro-4-hydroxyphenyl)-2-hydroxyethyl)-5-phenoxyhexahydrocyclopenta[c]pyrrol FC=1C=C(C=C(C1O)F)[C@H](CN1C[C@H]2[C@@H](C1)CC(C2)OC2=CC=CC=C2)O